N1CCCNCCNCCNCCCCNC2C1CCCC2 docosahydrobenzo[l][1,4,7,11,14]pentaazacyclooctadecin